CN(C=CC(=O)C1CCN(CC1)C(=O)OC(C)(C)C)C tert-butyl 4-(3-(dimethylamino)acryloyl)piperidine-1-carboxylate